C(C)OC1(CC1)O 1-ETHOXYCYCLOPROPANOL